C(C)(C)(C)OC(=O)N([C@H](C(=O)OC)CCCBr)C(=O)OC(C)(C)C methyl (2S)-2-[bis(t-butoxycarbonyl) amino]-5-bromo-pentanoate